mono-octyl methyl-tetrahydrophthalate CC1(C(=O)OCCCCCCCC)C(C(=O)[O-])CCC=C1